ClC1=CC=C(C=C1)SP(C1=CC=CC=C1)(C1=CC=CC=C1)=O S-(4-chlorophenyl)thio-diphenyl-phosphorus oxide